N-tridecyl chloride CCCCCCCCCCCCCCl